COC(=O)[C@H]1NC[C@@H](C1)OC (2S-4R)-4-Methoxypyrrolidine-2-carboxylic acid methyl ester